ClC=1C=C(C2=C(N=CS2)C1NC(CN1C=2N(C(C(=C1CC)N1CCNCC1)=O)N=C(N2)C=2C=C1COCC1=CC2)=O)C(F)(F)F N-(5-chloro-7-(trifluoromethyl)benzo[d]thiazol-4-yl)-2-(2-(1,3-dihydroisobenzofuran-5-yl)-5-ethyl-7-oxo-6-(piperazin-1-yl)-[1,2,4]triazolo[1,5-a]pyrimidin-4(7H)-yl)acetamide